benzyl ((1r,3r)-3-hydroxycyclobutyl)(methyl)carbamate OC1CC(C1)N(C(OCC1=CC=CC=C1)=O)C